NC1=NC=C(C=N1)CC=1C=CC(=NC1)OC 5-[(2-Aminopyrimidin-5-yl)methyl]-2-methoxypyridin